O=C1NC(CC[C@@H]1N1C(C2=CC=CC(=C2C1=O)N1CCC(CC1)CN1CCC(CC1)NC1=C2N=CN(C2=NC=N1)C1CC(C1)NC(C1=NC(=CC=C1)C)=O)=O)=O N-((1s,3s)-3-(6-((1-((1-(2-(2,6-dioxopiperidin-3-yl)-1,3-dioxoisoindolin-4-yl)piperidin-4-yl)methyl)piperidin-4-yl)amino)-9H-purin-9-yl)cyclobutyl)-6-methylpicolinamide